1-methyl-7-(trifluoromethyl)pyrrolo[2,3-c]pyridine-2-carboxylic acid CN1C(=CC=2C1=C(N=CC2)C(F)(F)F)C(=O)O